methyl 2-(4-chloropyridin-2-yl)-2-(hydroxyimino)acetate ClC1=CC(=NC=C1)C(C(=O)OC)=NO